(R)-N-(8-methylisoquinolin-1-yl)-N-(piperidin-3-yl)-4-(pyridin-3-yl)benzamide CC=1C=CC=C2C=CN=C(C12)N(C(C1=CC=C(C=C1)C=1C=NC=CC1)=O)[C@H]1CNCCC1